5-(tert-butyl) 1-ethyl ((benzyloxy)carbonyl)-D-glutamate C(C1=CC=CC=C1)OC(=O)N[C@H](CCC(=O)OC(C)(C)C)C(=O)OCC